(S)-(1-(7-isopropyl-2-((1-(3,4,5-trimethoxyphenyl)-1H-imidazol-4-yl)amino)-7H-pyrrolo[2,3-d]pyrimidin-4-yl)pyrrolidin-2-yl)methanol C(C)(C)N1C=CC2=C1N=C(N=C2N2[C@@H](CCC2)CO)NC=2N=CN(C2)C2=CC(=C(C(=C2)OC)OC)OC